1-(N-(3-(aminomethyl)-2-fluorophenyl)sulfamoyl)pyrrolidine-3-carboxamide NCC=1C(=C(C=CC1)NS(=O)(=O)N1CC(CC1)C(=O)N)F